OC=1C=C(CC2C(NC(N(C2=O)C2=CC=C(C=C2)OC)=O)=O)C=CC1O 5-(3,4-Dihydroxybenzyl)-1-(4-methoxyphenyl)pyrimidine-2,4,6(1H,3H,5H)-trione